BrCCCCCCC(C(=O)OCC)(C)C ethyl 8-bromo-2,2-dimethyloctanoate